5-chloro-2-methoxy-3-((2-methoxyethoxy)methyl)benzoyl chloride ClC=1C=C(C(=C(C(=O)Cl)C1)OC)COCCOC